triglycerol linoleate C(CCCCCCC\C=C/C\C=C/CCCCC)(=O)O.OCC(O)CO.OCC(O)CO.OCC(O)CO